methylnaphthylisopropyl ether CCC(C)(C1=CC=CC2=CC=CC=C12)OC(CC)(C)C1=CC=CC2=CC=CC=C12